(S)-6-chloro-N-(1-(2-fluoropyridin-3-yl)ethyl)-4-methyl-3-nitropyridin-2-amine ClC1=CC(=C(C(=N1)N[C@@H](C)C=1C(=NC=CC1)F)[N+](=O)[O-])C